C(C)(C)(C)OC(\C=C\C=1C=C2CCN(C(C2=CC1)=O)C1=C(C=CC(=C1)F)Cl)=O (2E)-3-[2-(2-chloro-5-fluorophenyl)-1-oxo-1,2,3,4-tetrahydroisoquinolin-6-yl]prop-2-enoic acid tert-butyl ester